C(\C=C\C=C/CCCCC)(=O)C(O)(C[N+](C)(C)C)CC([O-])=O 2-trans,4-cis-decadienoyl-carnitin